N-(5-((6-((R)-3-(3,5-difluorophenyl)-isoxazolidine-2-yl)pyrimidine-4-yl)amino)-2-(4-((1S,4S)-5-ethyl-2,5-diazabicyclo-[2.2.1]heptane-2-yl)piperidine-1-yl)-4-methoxy-phenyl)acrylamide FC=1C=C(C=C(C1)F)[C@@H]1N(OCC1)C1=CC(=NC=N1)NC=1C(=CC(=C(C1)NC(C=C)=O)N1CCC(CC1)N1[C@@H]2CN([C@H](C1)C2)CC)OC